1-Cyanocyclohexyl-acetonitrile C(#N)C1(CCCCC1)CC#N